8-(2-Ethyl-6-methylpyridin-4-yl)-7-phenyl-[1,2,4]triazolo[4,3-c]pyrimidin-5-amine C(C)C1=NC(=CC(=C1)C=1C=2N(C(=NC1C1=CC=CC=C1)N)C=NN2)C